CC(CCC=CC)NC Hept-5-en-2-ylmethylamine